C(C)(C)OC1=NN(C=C1[N+](=O)[O-])C(C(F)(F)F)C 3-isopropoxy-4-nitro-1-(1,1,1-trifluoropropan-2-yl)-1H-pyrazole